BrC=1C(=NC(=NC1)Cl)NC(C(OC)OC)C 5-Bromo-2-chloro-N-(1,1-dimethoxypropan-2-yl)pyrimidin-4-amine